C(C)(CC)C(C(=O)[O-])(C)C.[K+] potassium 2-(sec-butyl)-2-methylpropionate